NC1CCN(CC1)C(=O)C=1C(=NC(=CC1C)C(F)(F)F)C1=C2C(=NC=C1)C=C(S2)CN2C(C1C(C1C2=O)(C)C)=O 3-((7-(3-(4-aminopiperidine-1-carbonyl)-4-methyl-6-(trifluoromethyl)pyridin-2-yl)thieno[3,2-b]pyridin-2-yl)methyl)-6,6-dimethyl-3-azabicyclo[3.1.0]hexane-2,4-dione